NC=1C=C(C=C2C=C(N=CC12)NC(=O)[C@H]1[C@@H](C1)C#N)N1C([C@H](CC1)O)=O trans-N-(8-amino-6-((S)-3-hydroxy-2-oxopyrrolidin-1-yl)isoquinolin-3-yl)-2-cyanocyclopropane-1-carboxamide